tert-butyl 3-(hydroxymethyl)-3-methoxypyrrolidine-1-carboxylate OCC1(CN(CC1)C(=O)OC(C)(C)C)OC